(2-amino-5-iodo-phenyl)-(2,6-difluorophenyl)methanone NC1=C(C=C(C=C1)I)C(=O)C1=C(C=CC=C1F)F